ClC1=NC=2N(C(C(NC2C=N1)=O)CC)C1CCCC1 2-chloro-8-cyclopentyl-7-ethyl-7,8-dihydro-6(5H)-pteridinone